2-phenylpropenamido-3-(4-bromo-phenyl)-propionic acid C1(=CC=CC=C1)C(C(=O)NC(C(=O)O)CC1=CC=C(C=C1)Br)=C